Cl.[PH2]([O-])=O.[NH4+] ammonium phosphinate hydrochloride